COC(C1CCN(CC1)C1=CC=C(C=C1)C1=C(CCCC=2C=3C(=NN(C3C=CC21)C2OCCCC2)F)C=2C=NOC2)OC 4-(6-(4-(4-(dimethoxymethyl)piperidin-1-yl)phenyl)-1-fluoro-3-(tetrahydro-2H-pyran-2-yl)-3,8,9,10-tetrahydrocyclohepta[e]indazol-7-yl)isoxazole